C1(=CC=CC=C1)P(C=1[C-](C=CC1)[C@@H](C)P(C(C)(C)C)C(C)(C)C)C1=CC=CC=C1.[CH-]1C=CC=C1.[Fe+2] (R)-1-[(Sp)-2-(diphenylphosphino)ferrocenyl]ethyl-di-tert-butylphosphine